NCCOCCOCCOCCOCCC(=O)O 3-(2-{2-[2-(2-Amino-ethoxy)-ethoxy]-ethoxy}-ethoxy)-propionic acid